[7-[5-fluoro-6-(5-methyl-1,3,4-oxadiazol-2-yl)-3-pyridyl]pyrazolo[1,5-a]pyridin-3-yl]-(1-piperidyl)methanone FC=1C=C(C=NC1C=1OC(=NN1)C)C1=CC=CC=2N1N=CC2C(=O)N2CCCCC2